N-[5-(4-aminophenyl)-4-cyano-2-methyl-pyrazol-3-yl]-4-(trifluoro-methoxy)benzamide NC1=CC=C(C=C1)C=1C(=C(N(N1)C)NC(C1=CC=C(C=C1)OC(F)(F)F)=O)C#N